1-(adamantan-1-yl)ethan-1-amine HCl salt Cl.C12(CC3CC(CC(C1)C3)C2)C(C)N